ClC1=CC=C(C=C1)C1=C(CCC(C1)(C)C)CN1CCC2(CN(C2)C(=O)C=2C=C3C(N(C(C3=CC2)=O)C2C(NC(CC2)=O)=O)=O)CC1 5-(7-((4'-chloro-5,5-dimethyl-3,4,5,6-tetrahydro-[1,1'-biphenyl]-2-yl)methyl)-2,7-diazaspiro[3.5]nonane-2-carbonyl)-2-(2,6-dioxopiperidin-3-yl)isoindoline-1,3-dione